N-(4-(N,N-bis(4-methoxybenzyl)sulfamoyl)-2-(cyclopropylcarbonyl)-2H-indazol-6-yl)-2-(2-chlorophenyl)acetamide COC1=CC=C(CN(S(=O)(=O)C=2C3=CN(N=C3C=C(C2)NC(CC2=C(C=CC=C2)Cl)=O)C(=O)C2CC2)CC2=CC=C(C=C2)OC)C=C1